8-(2,2-dimethyl-propyl)-6-methoxy-2-methylsulfanyl-8H-pyrido[2,3-d]pyrimidin-7-one CC(CN1C(C(=CC2=C1N=C(N=C2)SC)OC)=O)(C)C